NCC1(OC2=C(C1)C(=CC=C2[C@@H](C)NC2=NC=1N(C=C2)N=CC1C(=O)O)F)C 5-(((1R)-1-(2-(aminomethyl)-4-fluoro-2-methyl-2,3-dihydrobenzofuran-7-yl)ethyl)amino)pyrazolo[1,5-a]pyrimidine-3-carboxylic acid